C(C)(=O)OCCC1(CCCCC1)[N+](=O)[O-] 2-(1-nitrocyclohexyl)-ethyl acetate